C1(=CC(=CC(=C1)C(=O)[O-])C(=O)[O-])C1=CC(=CC(=C1)C(=O)[O-])C(=O)[O-] Biphenyl-3,5,3',5'-Tetracarboxylat